3-(2,5-dioxo-2,5-dihydro-1H-pyrrol-1-yl)-N-[2-(2-{3-[(2,5-dioxopyrrolidin-1-yl)oxy]-3-oxopropoxy}ethoxy)ethyl]propanamide O=C1N(C(C=C1)=O)CCC(=O)NCCOCCOCCC(=O)ON1C(CCC1=O)=O